1-(4-(2-((5-ethynylthiazolo[5,4-b]pyridin-2-yl)amino)pyridin-4-yl)piperazin-1-yl)-2-methoxyethanone C(#C)C1=CC=C2C(=N1)SC(=N2)NC2=NC=CC(=C2)N2CCN(CC2)C(COC)=O